N1C(CCC1)CNC(O[C@@]1(C(C1)C(C)C)C1=CC(=C(C=C1)F)C(F)(F)F)=O Isopropyl-(S)-(1-(4-fluoro-3-(trifluoromethyl)phenyl)cyclopropyl) (pyrrolidin-2-ylmethyl)-Carbamat